N[C@@H](CCC(=O)O)C(=O)N[C@@H](CCC(=O)O)C(=O)O L-glutamyl-L-glutamic acid